7-(8-ethynylnaphthalen-1-yl)-8-fluoro-2-(((2R,7aS)-2-fluorotetrahydro-1H-pyrrolizin-7a(5H)-yl)methoxy)-N-methyl-N-((R)-pyrrolidin-3-yl)quinazolin-4-amine C(#C)C=1C=CC=C2C=CC=C(C12)C1=CC=C2C(=NC(=NC2=C1F)OC[C@]12CCCN2C[C@@H](C1)F)N([C@H]1CNCC1)C